(+/-)-N-{[5-(4-{[(3R,4S)-3-fluoro-1-methylpiperidin-4-yl]amino}-1-(2,2,2-trifluoroethyl)-1H-indol-2-yl)-1,3,4-thiadiazol-2-yl]methyl}oxetane-3-carboxamide F[C@@H]1CN(CC[C@@H]1NC1=C2C=C(N(C2=CC=C1)CC(F)(F)F)C1=NN=C(S1)CNC(=O)C1COC1)C |r|